CCC(NCCCCCCN)[Si](OC)(OC)OC N-(6-aminohexyl)aminopropyltrimethoxysilane